CN(CCNC(C(CCSCCC(=O)OCCCCCC(C)C)NC(C(CCCCCCCC)CCCCCC)=O)=O)C 6-methylheptyl 3-((4-((2-(dimethylamino)ethyl)amino)-3-(2-hexyldecanamido)-4-oxobutyl)thio)propanoate